neryl monophosphate P(=O)(OC\C=C(\C)/CCC=C(C)C)([O-])[O-]